propanediol dibutyrate CCCC(=O)OC(CC)OC(=O)CCC